C(=O)O.CN1N=C2N=C(C(=CC2=C1)NC(=O)N1CCC=2C1=NC=CC2N2C[C@@H](NCC2)C)C (S)-N-(2,6-dimethyl-2H-pyrazolo[3,4-b]pyridin-5-yl)-4-(3-methylpiperazin-1-yl)-2,3-dihydro-1H-pyrrolo[2,3-b]pyridine-1-carboxamide formate